tert-butyl (3S)-3-(2-(3-cyanophenyl)-3-iodo-pyrazolo[1,5-a]pyrimidin-5-yl)oxypiperidine-1-carboxylate C(#N)C=1C=C(C=CC1)C1=NN2C(N=C(C=C2)O[C@@H]2CN(CCC2)C(=O)OC(C)(C)C)=C1I